4-(trifluoromethyl)-1H,3H-benzo[1,2-c:4,5-c']difuran-1,3,5,7-tetron FC(C1=C2C(C(OC2=O)=O)=CC2=C1C(OC2=O)=O)(F)F